(S)-3-((2-amino-5-(2-methoxybenzyl)-6-methylpyrimidin-4-yl)amino)heptanoic acid tert-butyl ester C(C)(C)(C)OC(C[C@H](CCCC)NC1=NC(=NC(=C1CC1=C(C=CC=C1)OC)C)N)=O